methyl 2-(4-((2-(5'-fluoro-1'-methyl-3-(1-(4-oxopentanoyl)piperidin-4-yl)-1H,1'H-[4,6'-biindazol]-1-yl)acetamido)methyl)-1H-1,2,3-triazol-1-yl)acetate FC=1C=C2C=NN(C2=CC1C=1C=2C(=NN(C2C=CC1)CC(=O)NCC=1N=NN(C1)CC(=O)OC)C1CCN(CC1)C(CCC(C)=O)=O)C